O=C1N(CC2=CC(=CC=C12)OC1CCN(CC1)CCN1CCNCC1)C1C(NC(CC1)=O)=O 3-(1-oxo-5-((1-(2-(piperazin-1-yl)ethyl)piperidin-4-yl)oxy)isoindolin-2-yl)piperidine-2,6-dione